Tert-butyl 4-bromo-3,5-difluorobenzylcarbamate BrC1=C(C=C(CNC(OC(C)(C)C)=O)C=C1F)F